4-[[4-(4-fluorophenyl)-7-hydroxy-1-oxo-3-tetrahydropyran-4-yl-2-isoquinolinyl]methyl]cyclohexanecarboxylic acid FC1=CC=C(C=C1)C1=C(N(C(C2=CC(=CC=C12)O)=O)CC1CCC(CC1)C(=O)O)C1CCOCC1